Cl.NCC1=CC=C(OCCNC(C(F)(F)F)=O)C=C1 N-(2-(4-(aminomethyl)phenoxy)ethyl)-2,2,2-trifluoroacetamide hydrochloride